FC1(CCN(CC1)C(=O)[C@H]1CN(CCC1)S(=O)(=O)C1=CC=C(C(=O)N(CC)CC)C=C1)F (R)-4-((3-(4,4-difluoropiperidine-1-carbonyl)piperidin-1-yl)sulfonyl)-N,N-diethylbenzamide